1-(benzofuran-5-yl)-2-(ethylamino)-1-propanone O1C=CC2=C1C=CC(=C2)C(C(C)NCC)=O